C(CCC)OCOCCCC(CC(CC(C)Cl)C)C 8-chloro-4,6-dimethylnonyl butyloxymethyl ether